2-((2S,4S)-5-chloro-6-fluoro-2-phenyl-2-((S)-pyrrolidin-2-yl)-2,3-dihydrobenzofuran-4-yl)-3-fluoro-4-(2-hydroxyethoxy)benzonitrile ClC=1C(=CC2=C(C[C@@](O2)([C@H]2NCCC2)C2=CC=CC=C2)C1C1=C(C#N)C=CC(=C1F)OCCO)F